8-(4-(4-((2-(2,6-dioxopiperidin-3-yl)-5-fluoropyridin-4-yl)methyl)piperazin-1-yl)piperidin-1-yl)-9-ethyl-6,6-dimethyl-11-oxo-6,11-dihydro-5H-benzo[b]carbazole-3-carbonitrile O=C1NC(CCC1C1=NC=C(C(=C1)CN1CCN(CC1)C1CCN(CC1)C=1C(=CC2=C(C(C=3NC4=CC(=CC=C4C3C2=O)C#N)(C)C)C1)CC)F)=O